2'-((4-((4-methylpiperazine-1-yl)sulfonyl)phenyl)amino)-7',8'-dihydro-6'H-spiro[cyclohexane-1,9'-pyrazino[1',2':1,5]pyrrolo[2,3-d]pyrimidin]-6'-one CN1CCN(CC1)S(=O)(=O)C1=CC=C(C=C1)NC=1N=CC2=C(N1)N1C(=C2)C(NCC12CCCCC2)=O